C(C)(C)OC=1N=C2SC3=C(N2C1)C=CC(=C3)C(=O)N isopropoxybenzo[d]imidazo[2,1-b]thiazole-7-carboxamide